ClC1=C(C=C(C=C1)NC(=O)N1C2CCC1CC=1C(=NC=CC12)F)C#N (±)-N-(4-chloro-3-cyanophenyl)-1-fluoro-6,7,8,9-tetrahydro-5H-5,8-epiminocyclohepta[c]-pyridine-10-carboxamide